FC(C1=NC(=NO1)C=1C=C2CC[C@H](C2=CC1)NC(=O)C1=CC(=NO1)OC)F (R)-N-(5-(5-(difluoromethyl)-1,2,4-oxadiazol-3-yl)-2,3-dihydro-1H-inden-1-yl)-3-methoxyisoxazole-5-carboxamide